1,3,6-trithiacyclooctane-6,6-dioxide S1CSCCS(CC1)(=O)=O